3-chloro-5-[3-(2,6-difluoro-4-methoxyphenyl)-4-[4-(difluoromethoxy)benzamido]-2-methyl-5-oxo-2,5-dihydro-1H-pyrazol-1-yl]-N,N-dimethylbenzamide ClC=1C=C(C(=O)N(C)C)C=C(C1)N1N(C(=C(C1=O)NC(C1=CC=C(C=C1)OC(F)F)=O)C1=C(C=C(C=C1F)OC)F)C